ClC(C=C)(Cl)Cl 3,3,3-trichloro-1-propene